CC1=CC(CC1)=O 3-methylcyclopent-2-en-1-one